ClC1=C(C=CC=C1)OS(=O)(=O)C(F)(F)F 2-chlorophenyl-trifluoromethanesulfonic acid